2-(2-chloro-3,4-bis((4-methoxybenzyl)oxy)phenyl)-N-(1-hydroxy-3-methoxypropane-2-yl)-2-oxoacetamide ClC1=C(C=CC(=C1OCC1=CC=C(C=C1)OC)OCC1=CC=C(C=C1)OC)C(C(=O)NC(CO)COC)=O